(R)-tert-butyl 3-((7-(8-chloronaphthalen-1-yl)-8-fluoro-2-(((2R,7aS)-2-fluorohexahydro-1H-pyrrolizin-7a-yl)methoxy)pyrido[4,3-d]pyrimidin-4-yl)amino)pyrrolidine-1-carboxylate ClC=1C=CC=C2C=CC=C(C12)C1=C(C=2N=C(N=C(C2C=N1)N[C@H]1CN(CC1)C(=O)OC(C)(C)C)OC[C@]12CCCN2C[C@@H](C1)F)F